(2E)-N-{4-(3-chloro-4-fluoroanilino)-7-[(3S)-3-tetrahydrofuranyloxy]-6-quinazolinyl}-4-dimethylamino-2-butenamide ClC=1C=C(NC2=NC=NC3=CC(=C(C=C23)NC(\C=C\CN(C)C)=O)O[C@@H]2COCC2)C=CC1F